4-[6-bromo-4-(2,2-difluoroethoxy)-2-methylindazol-3-yl]-2-(difluoromethoxy)-6-methoxybenzamide BrC=1C=C(C2=C(N(N=C2C1)C)C1=CC(=C(C(=O)N)C(=C1)OC)OC(F)F)OCC(F)F